N-pyrimidin-2-yl-quinoline-8-carboxamide N1=C(N=CC=C1)NC(=O)C=1C=CC=C2C=CC=NC12